C(=O)(O)C=1C=C(C=CC1)CN1C2=C(C=CC=C2C=2C(CCCC12)CC)C(=O)O 9-[(3-carboxyphenyl)methyl]-4-ethyl-2,3,4,9-tetrahydro-1H-carbazole-8-carboxylic acid